CC1=NN(C(=C1S(=O)(=O)N1CCCC1)C)CCCNCC1=NC2=C(N1)C=CC(=C2)C 3-[3,5-dimethyl-4-(pyrrolidin-1-ylsulfonyl)-1H-pyrazol-1-yl]-N-[(5-methyl-1H-benzimidazol-2-yl)methyl]propylamine